2-[[4-(4-pyridinyl)-1,4-diazepan-1-yl]methyl]-1H-indole N1=CC=C(C=C1)N1CCN(CCC1)CC=1NC2=CC=CC=C2C1